3-fluoro-N-((2R)-3-methyl-1-(2-methyl-1,3-dioxo-4-phenyl-2,8-diazaspiro[4.5]decan-8-yl)-1-oxobutan-2-yl)picolinamide FC=1C(=NC=CC1)C(=O)N[C@@H](C(=O)N1CCC2(C(C(N(C2=O)C)=O)C2=CC=CC=C2)CC1)C(C)C